1-methyl-2-((4-chlorobenzyl-(propargyl)amino)methyl)-5-hydroxypyridin CN1C(C=CC(=C1)O)CN(CC#C)CC1=CC=C(C=C1)Cl